3-(3-chloro-2-methylanilino)-2-(3-{[(2S)-2-methyloxetan-2-yl]methoxy}pyridin-4-yl)-1,5,6,7-tetrahydro-4H-pyrrolo[3,2-c]pyridin-4-one ClC=1C(=C(NC2=C(NC3=C2C(NCC3)=O)C3=C(C=NC=C3)OC[C@]3(OCC3)C)C=CC1)C